C(#N)C1=C(N(N=C1C1=CC=C(C=C1)CC(=O)NC1=CC(=NO1)C1C(C1)(C)C)C(C)C)NC(OC(C)(C)C)=O tert-Butyl N-[4-cyano-5-[4-[2-[[3-(2,2-dimethylcyclopropyl)isoxazol-5-yl]amino]-2-oxo-ethyl]phenyl]-2-isopropyl-pyrazol-3-yl]carbamate